i-butyl chloride C(C(C)C)Cl